undecyl-mercaptoundecanoic acid C(CCCCCCCCCC)C(C(=O)O)(CCCCCCCCC)S